C(C)(C)N(C(=NCCCCC)[La+2])C(C)C (N,N-di-isopropylpentylamidino)lanthanum (III)